BrC#N bromocyanide